methyl 5-[5-hydroxy-1-(2,2,2-trifluoroethyl) pyrazol-4-yl]-1-methyl-6-oxopyridine-3-carboxylate OC1=C(C=NN1CC(F)(F)F)C1=CC(=CN(C1=O)C)C(=O)OC